C(CC)(=O)OCC(C)(C)OC(C)C1CCC(CC1)(C)C [2-[1-(4,4-dimethylcyclohexyl) ethoxy]-2-methyl-propyl] propanoate